ClC=1C=CC=2N(N1)C(=C(N2)C)C(=O)O 6-chloro-2-methylimidazo[1,2-b]-pyridazine-3-carboxylic acid